N-(1-(4-chlorobenzyl)-1H-indazol-3-yl)-2-methylfuran-3-carboxamide ClC1=CC=C(CN2N=C(C3=CC=CC=C23)NC(=O)C2=C(OC=C2)C)C=C1